3-phenyl-5-(1-phenylpenta-1,4-dien-3-yl)pyridine C1(=CC=CC=C1)C=1C=NC=C(C1)C(C=CC1=CC=CC=C1)C=C